NC=1C=2N(C=CN1)C(=C(C2C2=CC=C(C=C2)F)C2=CCC1(CCN(CC1)C(C=C)=O)CC2)C 1-(9-(1-amino-8-(4-fluorophenyl)-6-methylpyrrolo[1,2-a]pyrazin-7-yl)-3-azaspiro[5.5]undec-8-en-3-yl)prop-2-en-1-one